BrC1=CC(=C(C=C1)NC=1NC(=C(C(N1)C1=CC=C(C=C1)F)C(=O)OCC)C)C#N Ethyl 2-((4-bromo-2-cyanophenyl)amino)-4-(4-fluorophenyl)-6-methyl-1,4-dihydropyrimidine-5-carboxylate